ClC=1N=C2C(=C(C(N(C2=CC1)C)=O)C#N)N1CCN(CC1)CC1=C(C=CC=C1)OC 6-chloro-4-{4-[(2-methoxyphenyl)methyl]piperazin-1-yl}-1-methyl-2-oxo-1,2-dihydro-1,5-naphthyridine-3-carbonitrile